tert-butyl (quinolin-6-ylmethyl)carbamate N1=CC=CC2=CC(=CC=C12)CNC(OC(C)(C)C)=O